FC(C1=NN=C(S1)NC(=O)C1=NN2C(C(N(CC2)CC2CCOCC2)=O)=C1C1CC1)F 3-Cyclopropyl-4-oxo-5-(tetrahydropyran-4-ylmethyl)-4,5,6,7-tetrahydropyrazolo[1,5-a]pyrazine-2-carboxylic acid (5-difluoromethyl-[1,3,4]thiadiazol-2-yl) amide